FC1=C2[C@H](CCOC2=CC(=C1)F)OC1=CC(=CC=2N(C(=NC21)C)C2OCCCC2)C(=O)N(C)C 4-(((S)-5,7-difluorochroman-4-yl)oxy)-N,N,2-trimethyl-1-(tetrahydro-2H-pyran-2-yl)-1H-benzo[d]Imidazole-6-carboxamide